(3-(3,5-bis((tritylthio)methyl)benzamido)propionyl)histidine C(C1=CC=CC=C1)(C1=CC=CC=C1)(C1=CC=CC=C1)SCC=1C=C(C(=O)NCCC(=O)N[C@@H](CC2=CNC=N2)C(=O)O)C=C(C1)CSC(C1=CC=CC=C1)(C1=CC=CC=C1)C1=CC=CC=C1